(R)-pyrrolidine-3-carbonitrile hydrochloride Cl.N1C[C@@H](CC1)C#N